O=C1CC(N=CC=C1)=O 4,2-dioxoazepine